5-acetamido-4-bromo-3-methylthiophene-2-carboxylic acid ethyl ester C(C)OC(=O)C=1SC(=C(C1C)Br)NC(C)=O